2H-1,5-benzodiazepin N=1CC=CN=C2C1C=CC=C2